4-(1-(3-trifluoromethyl-4-chlorobenzyl)-2-methyl-1H-imidazo[4,5-b]pyrazin-6-yl)-6-methyl-1H-pyrrolo[2,3-c]pyridin-7(6H)-one FC(C=1C=C(CN2C(=NC=3C2=NC(=CN3)C=3C2=C(C(N(C3)C)=O)NC=C2)C)C=CC1Cl)(F)F